OCC1([C@@H](O)[C@H](O)[C@H](O1)CO)N[C@@H](CC(C)C)C(=O)O fructosyl-leucine